ClC1=CC2=C(N(C(C3=C(N2CCCN(C(=O)OC(C)(C)C)C(=O)[O-])C=CC=C3)=O)C)C=C1 tert-butyl [3-(7-chloro-10-methyl-11-oxo-10,11-dihydro-5H-dibenzo[b,e][1,4]diazepin-5-yl)propyl]imidodicarbonate